ClC=1C=CC(=NC1)C1=CC2=C(N=C(S2)NC(OC(C)(C)C)=O)C=C1 tert-butyl N-[6-(5-chloro-2-pyridyl)-1,3-benzothiazol-2-yl]carbamate